methyl 4-(8-(4-cyano-2-fluorophenyl)-6,9-dioxo-5-(4-(trifluoromethyl)benzyl)-2,5,8-triazaspiro[3.5]nonan-2-yl)-2-(methylamino)benzoate C(#N)C1=CC(=C(C=C1)N1CC(N(C2(CN(C2)C2=CC(=C(C(=O)OC)C=C2)NC)C1=O)CC1=CC=C(C=C1)C(F)(F)F)=O)F